mono-phenyl-maleic anhydride C1(=CC=CC=C1)/C=1/C(=O)OC(\C1)=O